5-cyano-N-(2,2,2-trifluoro-1-(3-fluoro-4-(trifluoromethyl)phenyl)ethyl)pyridine-3-sulfonamide C(#N)C=1C=C(C=NC1)S(=O)(=O)NC(C(F)(F)F)C1=CC(=C(C=C1)C(F)(F)F)F